triazatridecanate C(NNNCCCCCCCCC)(=O)[O-]